5-fluoro-2-(oxetan-3-yloxy)benzonitrile FC=1C=CC(=C(C#N)C1)OC1COC1